methyl-4-((4-(4-cyano-3-ethylphenyl) piperazin-1-yl) methyl)-2-fluorobenzoate COC(C1=C(C=C(C=C1)CN1CCN(CC1)C1=CC(=C(C=C1)C#N)CC)F)=O